cadmium tungsten telluride [W]=[Te].[Cd]